C=1(C(=CC=CC1)CO)C1=CC=C(C=C1)CO biphenyl-2,4'-dimethanol